NC=1C2=C(N=CN1)N(C(=C2C2=CC=C(C=C2)OC2=NC=CC=N2)C=2CCN(CC2)C(C=C)=O)C 1-(4-(4-amino-7-methyl-5-(4-(pyrimidin-2-yloxy)phenyl)-7H-pyrrolo[2,3-d]pyrimidin-6-yl)-3,6-dihydropyridin-1(2H)-yl)prop-2-en-1-one